C(C)(C)(C)C1N(CCC(C1)C(CBr)=O)C(=O)OCCNCCCN 2-(3-aminopropyl)amino-ethanol tert-butyl-4-(2-bromo-acetyl)piperidine-1-carboxylate